Sodium 2,2'-methylene-bis-(4,6-di-tert-butylphenyl)phosphate CC(C)(C)C1=CC2=C(C(=C1)C(C)(C)C)OP(=O)(OC3=C(C2)C=C(C=C3C(C)(C)C)C(C)(C)C)[O-].[Na+]